Cl[SiH3] CHLOROSILAN